(6-chloro-3,4-difluoro-2-(methylamino)phenyl)carbamic acid tert-butyl ester C(C)(C)(C)OC(NC1=C(C(=C(C=C1Cl)F)F)NC)=O